7-(cyclopropanecarbonyl)-5,6,7,8-tetrahydro-1,7-naphthyridine-3-sulfonyl chloride C1(CC1)C(=O)N1CCC=2C=C(C=NC2C1)S(=O)(=O)Cl